N1N=CC2=CC=C(C=C12)[C@]1(CC12CC2)C#N |r| Racemic-1-(1H-indazol-6-yl)spiro[2.2]pentane-1-carbonitrile